OC[C@@H]([C@H]([C@@H]([C@@H](CO)O)O)O)NC(OCC1=CC=CC=C1)=O Benzyl ((2S,3R,4S,5R)-1,3,4,5,6-pentahydroxyhexan-2-yl)carbamate